2-((S)-3-methyl-2-(6-(4-(2-(Methylsulfonyl)pyrimidin-5-yl)-1H-1,2,3-triazol-1-yl)hexamido)butanamido)hexanamide trifluoroAcetate salt FC(C(=O)O)(F)F.CC([C@@H](C(=O)NC(C(=O)N)CCCC)NC(CCCCCN1N=NC(=C1)C=1C=NC(=NC1)S(=O)(=O)C)=O)C